N-Phthaloyl-aza-alanine C(C=1C(C(=O)O)=CC=CC1)(=O)NN(C)C(=O)O